8-(2-chloro-4-(2-(piperazin-1-yl)ethoxy)phenyl)-9-((4-chloro-5-methylpyridin-2-yl)methyl)-6-(1-methylcyclopropoxy)-9H-purine ClC1=C(C=CC(=C1)OCCN1CCNCC1)C=1N(C2=NC=NC(=C2N1)OC1(CC1)C)CC1=NC=C(C(=C1)Cl)C